C(C)(C)(C)OC(=O)NCC[C@@]1(OC2=C(C1)C=C(C=C2[C@@H](C)NC2=NC=1N(C=C2)N=CC1C(=O)O)F)C 5-(((R)-1-((R)-2-(2-((tert-butoxycarbonyl)amino)ethyl)-5-fluoro-2-methyl-2,3-dihydrobenzofuran-7-yl)ethyl)amino)pyrazolo[1,5-a]pyrimidine-3-carboxylic acid